(1R,5R,6R)-3-(7-(8-chloronaphthalen-1-yl)-8-fluoro-2-(2-(2-methyl-1H-imidazol-1-yl)ethoxy)pyrido[4,3-d]pyrimidin-4-yl)-3,8-diazabicyclo[3.2.1]octan-6-ol ClC=1C=CC=C2C=CC=C(C12)C1=C(C=2N=C(N=C(C2C=N1)N1C[C@H]2C[C@H]([C@@H](C1)N2)O)OCCN2C(=NC=C2)C)F